O1CCN(CC1)C=1C=C(C=CC1)C=1N=C(SC1)NC(=O)[C@H]1N(CC1)C(=O)OC(C)(C)C tert-butyl (S)-2-((4-(3-morpholinophenyl)thiazol-2-yl)carbamoyl)azetidine-1-carboxylate